(S)-5-(((4-(4-(3-((4-(((1-acetylpiperidin-4-yl)(methyl)amino)methyl)-3-fluoropyridin-2-yl)amino)-2-chlorophenyl)-3-chloropyridin-2-yl)-2-methoxybenzyl)amino)methyl)pyrrolidin-2-one C(C)(=O)N1CCC(CC1)N(C)CC1=C(C(=NC=C1)NC=1C(=C(C=CC1)C1=C(C(=NC=C1)C1=CC(=C(CNC[C@@H]2CCC(N2)=O)C=C1)OC)Cl)Cl)F